C[Si](CCCC1OP(OCC1(C)C)(=O)C1=CC=C(C=C1)F)(C)C 3-(trimethylsilyl)propyl-2-(4-fluorophenyl)-5,5-dimethyl-1,3,2-dioxaphosphorinan-2-one